2-(4,5-dichloro-3-nitro-6-oxopyridazin-1(6H)-yl)-N-(4-methyl-3-((4-methyl-1,4-diazepan-1-yl)sulfonyl)phenyl)acetamide ClC=1C(=NN(C(C1Cl)=O)CC(=O)NC1=CC(=C(C=C1)C)S(=O)(=O)N1CCN(CCC1)C)[N+](=O)[O-]